O1CC(CC1)C1C=CCCO1 6-(tetrahydrofuran-3-yl)-3,6-dihydro-2H-pyran